biotinaldoxime C(CCCC[C@@H]1SC[C@@H]2NC(=O)N[C@H]12)=NO